tert-Butyl 2-((4-(3-(2,6-dimethylpyridin-4-yl)phenyl)thiazol-2-yl)carbamoyl)azetidine-1-carboxylate CC1=NC(=CC(=C1)C=1C=C(C=CC1)C=1N=C(SC1)NC(=O)C1N(CC1)C(=O)OC(C)(C)C)C